COC(C(C(=O)OC)CC1=CC(=NC=C1Br)Cl)=O 2-[(5-bromo-2-chloropyridin-4-yl)methyl]malonic acid 1,3-dimethylester